N-(4-(2-(hydroxyamino)-2-oxoethyl)benzyl)-6,7-dimethyl-3-oxo-4-((2S,3S,4R)-2,3,4,5-tetrahydroxypentyl)-3,4-dihydroquinoxaline-2-carboxamide ONC(CC1=CC=C(CNC(=O)C2=NC3=CC(=C(C=C3N(C2=O)C[C@@H]([C@@H]([C@@H](CO)O)O)O)C)C)C=C1)=O